FC1=CC=C(C=C1)[N+]#N 4-fluorobenzenediazonium